C(C)(C)(C)N1NC=C(C(=C1)Cl)OCC1=CC(=CC=C1)COCCO 2-(tert-butyl)-4-chloro-5-((3-((2-hydroxyethoxy)methyl)benzyl)oxy)pyridazin